(R)-2-carbamoyl-7-methyl-6,7-dihydropyrazolo[1,5-a]pyrazine-5(4H)-carboxylic acid tert-butyl ester C(C)(C)(C)OC(=O)N1CC=2N([C@@H](C1)C)N=C(C2)C(N)=O